(2S,4R)-4-(m-tolyl)pyrrolidine-1,2-dicarboxylic acid 1-(tert-butyl) ester 2-methyl ester COC(=O)[C@H]1N(C[C@H](C1)C=1C=C(C=CC1)C)C(=O)OC(C)(C)C